2-(3-chloro-4-(2-chloroethoxy)-5-cyanophenyl)propan ClC=1C=C(C=C(C1OCCCl)C#N)C(C)C